C(CCCCCCC)(=O)N(C[C@H](O)[C@@H](O)[C@H](O)[C@H](O)CO)C N-octanoyl-N-methylglucamine